(1-(4-(trifluoromethyl)benzyl)-1H-pyrazol-4-yl)methylamine hydrochloride Cl.FC(C1=CC=C(CN2N=CC(=C2)CN)C=C1)(F)F